FC1=C(C(=CC=C1)F)C1CC(=NO1)C=1N=C(SC1)C1CCN(CC1)C(COC1=NC=CC(=N1)C(F)(F)F)=O 1-(4-(4-(5-(2,6-difluorophenyl)-4,5-dihydroisoxazol-3-yl)thiazol-2-yl)piperidin-1-yl)-2-((4-(trifluoromethyl)pyrimidin-2-yl)oxy)ethan-1-one